N-(1H-indol-6-yl)-5-((3,5-dimethyl-1H-pyrazol-1-yl)methyl)thiophene-2-carboxamide N1C=CC2=CC=C(C=C12)NC(=O)C=1SC(=CC1)CN1N=C(C=C1C)C